N-((7-(5-(difluoromethyl)-1,3,4-oxadiazol-2-yl)imidazo[1,2-a]pyridin-2-yl)methyl)-1-methyl-N-phenylpiperidine-4-carboxamide FC(C1=NN=C(O1)C1=CC=2N(C=C1)C=C(N2)CN(C(=O)C2CCN(CC2)C)C2=CC=CC=C2)F